ClC1=C(C=CC=C1NC(=O)C=1C(N(C(N(C1)C)=O)C)=O)C1=C(C(=CC=C1)C1=NC(=C(C=C1)C=O)OC)F N-(2-chloro-2'-fluoro-3'-(5-formyl-6-methoxypyridin-2-yl)-[1,1'-biphenyl]-3-yl)-1,3-dimethyl-2,4-dioxo-1,2,3,4-tetrahydropyrimidine-5-carboxamide